ClC=1N=C(C2=C(N1)SC=N2)N2CCOCC2 4-(5-chlorothiazolo[5,4-d]pyrimidin-7-yl)morpholine